N1=CN=C(C=C1)NC(N)=O 3-(pyrimidin-4-yl)urea